C(C)(=O)C1=CN(C2=CC(=C(C=C12)C=1C=NC(=NC1)C)OC)CC(=O)O 2-(3-acetyl-6-methoxy-5-(2-methylpyrimidin-5-yl)-1H-indol-1-yl)acetic acid